C(C1=CC=CC=C1)(=O)N1C(C2(C3=CC=CC=C13)C(=NC1=CC=CC=C12)C(C)(C)C)=O 1'-Benzoyl-2-(tert-butyl)spiro[indole-3,3'-indolin]-2'-one